N-[3-(p-butoxybenzenesulfonyloxy)phenyl]-N'-[4-(p-butoxybenzenesulfonyloxy)phenyl]urea C(CCC)OC1=CC=C(C=C1)S(=O)(=O)OC=1C=C(C=CC1)NC(=O)NC1=CC=C(C=C1)OS(=O)(=O)C1=CC=C(C=C1)OCCCC